(R)-3,4-difluoro-N-((1-(4-(hydroxyamino)-4-oxo-1-(quinolin-7-yl)butan-2-yl)-1H-1,2,3-triazol-4-yl)methyl)benzamide FC=1C=C(C(=O)NCC=2N=NN(C2)[C@H](CC2=CC=C3C=CC=NC3=C2)CC(=O)NO)C=CC1F